N1[C@@H](CCC1)C(=O)[O-].C(C)[N+](CC)(CC)CC tetraethylammonium proline salt